N-(2-Methoxyethyl)-8-methyl-2-(pyridin-2-ylmethyl)-4,5-dihydro-2H-furo[2,3-g]indazol-7-carboxamid COCCNC(=O)C1=C(C2=C(CCC3=CN(N=C23)CC2=NC=CC=C2)O1)C